3-((2,4-dimethyl-1,1-dioxido-3-thioxo-2,3-dihydrobenzo[d]isothiazol-5-yl)oxy)-5-fluorobenzonitrile CN1S(C2=C(C1=S)C(=C(C=C2)OC=2C=C(C#N)C=C(C2)F)C)(=O)=O